trimethylchloromethyl-ammonium chloride [Cl-].C[N+](CCl)(C)C